C(CCC)N1C(C2=CN=CC=C2C(=C1)C1=CC(=C(OC2CCN(CC2)CC2CCN(CC2)C(=O)OC(C)(C)C)C(=C1)OC)OC)=O tert-butyl 4-((4-(4-(2-butyl-1-oxo-1,2-dihydro-2,7-naphthyridin-4-yl)-2,6-dimethoxyphenoxy)piperidin-1-yl)methyl)piperidine-1-carboxylate